C(C)(C)(C)OC(=O)N[C@H](C(=O)N[C@H](C(=O)N1[C@@H](CC[C@@H]1C=1OC(=CC1)C)C(=O)OCC1=CC=CC=C1)C(C)C)C (2S,5R)-benzyl 1-((S)-2-((S)-2-(tert-butoxycarbonylamino)propanamido)-3-methylbutanoyl)-5-(5-methylfuran-2-yl)pyrrolidine-2-carboxylate